(R)-4-(3H-[1,2,3]triazolo[4,5-b]pyridin-3-yl)-2-fluoro-N-(6-(5-methyl-1,3,4-thiadiazol-2-yl)isoquinolin-1-yl)-N-(piperidin-3-yl)benzamide N1=NN(C2=NC=CC=C21)C2=CC(=C(C(=O)N([C@H]1CNCCC1)C1=NC=CC3=CC(=CC=C13)C=1SC(=NN1)C)C=C2)F